(3R,4R,5R)-5-((benzoyloxy)methyl)-4-ethyl-4-hydroxytetrahydrofuran-2,3-diacetic acid diethyl ester C(C)OC(CC1O[C@@H]([C@@]([C@@H]1CC(=O)OCC)(O)CC)COC(C1=CC=CC=C1)=O)=O